CS(=O)(=O)OCC(CN(C[C@@H](COCC1=CC=CC=C1)O)CC1=CC=CC=C1)(C)C 3-{benzyl [(2S)-3-(benzyloxy)-2-hydroxypropyl] amino}-2,2-dimethylpropyl methanesulfonate